2,5,7,8-tetramethylchroman-2-carboxylic acid CC1(OC2=C(C(=CC(=C2CC1)C)C)C)C(=O)O